OCCC1=CC2=C(C=3C=CCC3C=C2)C=C1 7-(2-hydroxyethyl)benz[e]indene